Ethyl 4-bromo-5-chloro-6-fluoro-1-oxo-indane-2-carboxylate BrC1=C2CC(C(C2=CC(=C1Cl)F)=O)C(=O)OCC